5H-Imidazo[1,2-c]pyrido[3,2-e][1,3]oxazine N=1C=CN2COC3=C(C21)C=CC=N3